C1(=CC=CC=C1)N1C2=CC=CC=C2C=2C=C(C=CC12)C1=CC=C(C2=N[Se]N=C21)C=2C=CC=1N(C3=CC=CC=C3C1C2)C2=CC=CC=C2 4,7-bis(9-phenyl-9H-carbazol-3-yl)benzo[c][1,2,5]selenadiazole